C1(CCC1)OC1=CC=2N(C=C1C(=O)NC1=NN(C=C1)C1=CC(=NC=C1)C)C=C(N2)C21COC(C2)(C1)C 7-Cyclobutoxy-2-(1-methyl-2-oxabicyclo[2.1.1]hexan-4-yl)-N-(1-(2-methylpyridin-4-yl)-1H-pyrazol-3-yl)imidazo[1,2-a]pyridine-6-carboxamide